sodium lauroyl-cystine C(CCCCCCCCCCC)(=O)C([C@@H](C(=O)O)N)SSC[C@@H](C(=O)O)N.[Na]